2,4,6-trimethyl-bromobenzene CC1=C(C(=CC(=C1)C)C)Br